FC1=CC=C(C=C1)\C(=C/COC1=CC(=C(OCC(=O)OC)C=C1)C)\C1=CC=C(C=C1)C#CCN1CCOCC1 methyl (Z)-[4-[3-(4-fluorophenyl)-3-[4-[3-(morpholin-4-yl) propynyl]phenyl]allyloxy]-2-methylphenoxy]acetate